(3S,4R)-4-((5-chloro-4-((2-(2-hydroxypropane-2-yl)-1-isopropyl-1H-imidazol-5-yl)ethynyl)pyrimidin-2-yl)amino)tetrahydro-2H-pyran-3-ol ClC=1C(=NC(=NC1)N[C@H]1[C@@H](COCC1)O)C#CC1=CN=C(N1C(C)C)C(C)(C)O